N-(1-heptadecyloctadecyl)glycine-amide C(CCCCCCCCCCCCCCCC)C(CCCCCCCCCCCCCCCCC)NC(CN)=O